C(C)(C)(C)OC(=O)N1[C@H](CN([C@@H](C1)CC)C(C)C1=C(C=C(C=C1)F)OC)C (2s,5r)-5-ethyl-4-(1-(4-fluoro-2-methoxyphenyl)ethyl)-2-methylpiperazine-1-carboxylic acid tert-butyl ester